2-[(2-{2H,3H-[1,4]dioxino[2,3-c]pyridin-7-yl}-5H,6H,7H-cyclopenta[d]pyrimidin-4-yl)(methyl)amino]-N-(3-fluorophenyl)acetamide O1CCOC=2C=NC(=CC21)C=2N=C(C1=C(N2)CCC1)N(CC(=O)NC1=CC(=CC=C1)F)C